COC1=C(C(=O)P(C2=CC=CC=C2)(C2=CC=CC=C2)=O)C(=CC=C1)OC 2,6-dimethoxybenzoyl-diphenylphosphine oxide